CC1(C[C@H](C[C@@H]1OCCCCC1=NC=2NCCCC2C=C1)N([C@H](C(=O)O)C1=C2[C@H](CCOC2=CC=C1)C)C)C (S)-2-(((1R,4S)-3,3-dimethyl-4-(4-(5,6,7,8-tetrahydro-1,8-naphthyridin-2-yl)butoxy)cyclopentyl)(methyl)amino)-2-((S)-4-methylchroman-5-yl)acetic acid